ethyl 3-{1-[4-(benzyloxy)butyl]-4-methyl-1H-benzotriazol-5-yl}-3-(3-{[6-(benzyloxy)-1-methyl-2,2-dioxo-1,4-dihydro-2λ6,1,3-benzothiadiazin-3(2H)-yl]methyl}-4-methylphenyl)propanoate C(C1=CC=CC=C1)OCCCCN1N=NC2=C1C=CC(=C2C)C(CC(=O)OCC)C2=CC(=C(C=C2)C)CN2S(N(C1=C(C2)C=C(C=C1)OCC1=CC=CC=C1)C)(=O)=O